CC1=C(C(=O)O)C(=CN=C1Cl)Cl methyl-2,5-dichloroisonicotinic acid